COC(=O)C1=CC=C(C=C1)[C@@H]1CC2(CCCO2)CCN1CC1=C2C=CN(C2=C(C=C1CC#C)C)C(=O)OC(C)(C)C tert-butyl 4-(((7S)-7-(4-(methoxycarbonyl)phenyl)-1-oxa-8-azaspiro[4.5]decan-8-yl)methyl)-7-methyl-5-(prop-2-yn-1-yl)-1H-indole-1-carboxylate